ethyl p-anisate CCOC(=O)C1=CC=C(C=C1)OC